C(C=C)(=O)N1C[C@H]2N(C(C=3C=4N(N=NC4C(=C(C3)F)C3=CC=C(C=4SC(=C(C43)C#N)N)F)CC2)=O)CC1 4-((S)-9-Acryloyl-2-fluoro-12-oxo-7,7a,8,9,10,11-hexahydro-6H,12H-4,5,5a,9,11a-pentaazabenzo[5,6]cycloocta[1,2,3-cd]inden-3-yl)-2-amino-7-fluorobenzo[b]thiophene-3-carbonitrile